[C@H]12CN(C[C@H](CC1)N2)C=2C1=C(N=C(N2)OCC2(CC2)CN2CCOCC2)C(N(CC1)C1=CC(=CC2=CC=C(C(=C12)C#C)F)O)=O 4-((1R,5S)-3,8-Diazabicyclo[3.2.1]octan-3-yl)-7-(8-ethynyl-7-fluoro-3-hydroxynaphthalen-1-yl)-2-((1-(morpholinomethyl)cyclopropyl)methoxy)-6,7-dihydropyrido[3,4-d]pyrimidin-8(5H)-one